COC(C1=C(C(=CC=C1)NCC#N)F)=O 3-[(cyanomethyl)amino]-2-fluorobenzoic acid methyl ester